C12(CC(C1)C2)NS(=O)(=O)C=2C=C1C(N(C(NC1=CC2)=O)CC=CC(=O)O)=O 4-[6-({bicyclo[1.1.1]pent-1-yl}sulfamoyl)-2,4-dioxo-1H-quinazolin-3-yl]but-2-enoic acid